C(#N)C1=C(C=CC(=C1)C=1C(=NC=CC1)OCC)N1[C@@H](CN(CC1)C(=O)OC(C)(C)C)CC tert-butyl (R)-4-(2-cyano-4-(2-ethoxypyridin-3-yl)phenyl)-3-ethylpiperazine-1-carboxylate